benzoyloxytributyltin C(C1=CC=CC=C1)(=O)O[Sn](CCCC)(CCCC)CCCC